14-((2-(2,6-dioxopiperidine-3-yl)-1,3-dioxoisoindolin-4-yl)thio)-3,6,9,12-tetraoxatetradecanoic acid O=C1NC(CCC1N1C(C2=CC=CC(=C2C1=O)SCCOCCOCCOCCOCC(=O)O)=O)=O